C1(=CC=CC=C1)C1(C(=O)OC1C)C1=CC=CC=C1 α,α-diphenyl-β-butyrolactone